tert-butyl-4-(2,6-dichloro-9H-purin-9-yl)piperidine C(C)(C)(C)N1CCC(CC1)N1C2=NC(=NC(=C2N=C1)Cl)Cl